N5-((1R,3S,5S,6r)-3-Hydroxybicyclo[3.1.0]hexan-6-yl)-N3-methyl-1-((S)-1-phenylpropyl)-1H-pyrazole-3,5-dicarboxamide OC1C[C@H]2C([C@H]2C1)NC(=O)C1=CC(=NN1[C@@H](CC)C1=CC=CC=C1)C(=O)NC